tert-butyl (R)-2-((7-fluoronaphtho[2,1-d]thiazol-2-yl)carbamoyl)pyrrolidine-1-carboxylate FC=1C=C2C=CC=3N=C(SC3C2=CC1)NC(=O)[C@@H]1N(CCC1)C(=O)OC(C)(C)C